O1C(CCCC1)N1C=NC2=C1C=CC=C2C2=CCCCN2C(=O)OC(C)(C)C tert-Butyl 6-(1-tetrahydropyran-2-ylbenzimidazol-4-yl)-3,4-dihydro-2H-pyridine-1-carboxylate